FC1=CC2=C(NC(=N2)C2=CC(=NN2CC2=CC=C(C=C2)OC)N)C=C1 5-(5-Fluoro-1H-benzimidazol-2-yl)-1-[(4-methoxyphenyl)methyl]pyrazol-3-amine